NC1=C(C=C(C=N1)C=1C=NN(C1)C1CCN(CC1)C(CCCCCCCCCCCCCCCNC1=C2C(N(C(C2=CC=C1)=O)C1C(NC(CC1)=O)=O)=O)=O)O[C@H](C)C1=C(C(=CC=C1Cl)F)Cl 4-((16-(4-(4-(6-amino-5-((R)-1-(2,6-dichloro-3-fluorophenyl)ethoxy)pyridin-3-yl)-1H-pyrazol-1-yl)piperidin-1-yl)-16-oxohexadecyl)amino)-2-(2,6-dioxopiperidin-3-yl)isoindoline-1,3-dione